diphenyliodoPerfluoro-1-butanesulfonic acid C1(=CC=CC=C1)I(OS(=O)(=O)C(C(C(C(F)(F)F)(F)F)(F)F)(F)F)C1=CC=CC=C1